N-[4-[[6-cyano-2-(trifluoromethyl)-4-quinolinyl]amino]cyclohexyl]-4-fluoro-benzamide C(#N)C=1C=C2C(=CC(=NC2=CC1)C(F)(F)F)NC1CCC(CC1)NC(C1=CC=C(C=C1)F)=O